BrC=1C=NC(=NC1)NC1CCN(CC1)S(=O)(=O)C=1C=C(C=CC1)N1CCC(CC1)CN1CCC(CC1)C1=CC=C2C(=NN(C2=C1)C)N1C(NC(CC1)=O)=O 1-(6-(1-((1-(3-((4-((5-bromopyrimidin-2-yl)amino)piperidin-1-yl)sulfonyl)phenyl)-piperidin-4-yl)methyl)piperidin-4-yl)-1-methyl-1H-indazol-3-yl)dihydropyrimidine-2,4(1H,3H)-dione